2-chloro-4-(3-(4-(trifluoromethoxy)phenyl)-1H-1,2,4-triazol-1-yl)aniline Lithium [Li].ClC1=C(N)C=CC(=C1)N1N=C(N=C1)C1=CC=C(C=C1)OC(F)(F)F